ClC1=CC=C(C(=C1C1CC(=NO1)C=1N=C(SC1)C1CCN(CC1)C(COC1=NC=CN=C1SC)=O)F)F 1-(4-(4-(5-(6-chloro-2,3-difluorophenyl)-4,5-dihydroisoxazol-3-yl)thiazol-2-yl)piperidin-1-yl)-2-((3-(methylthio)pyrazin-2-yl)oxy)ethan-1-one